C(C)(C)(C)OC(=O)N1C(CNCC1)C(=O)C1=C(C=C2C=CNC2=C1)F 5-fluoro-1H-indole-6-carbonyl-piperazine-1-carboxylic acid tert-butyl ester